BrC=1N=CSC1C#N 4-bromothiazole-5-carbonitrile